C(C)(C)N1CC2(OC=3C=C(C=CC3C=3N=C(SC32)NC(=O)C=3C(=NC=NC3OC)OC)C(C)C)C1 N-(1,7'-diisopropylspiro[azetidine-3,4'-chromeno[4,3-d]thiazol]-2'-yl)-4,6-dimethoxypyrimidine-5-carboxamide